1,5-dimethyl (2R)-2-[[(tert-butoxy)carbonyl]amino]pentanedioate C(C)(C)(C)OC(=O)N[C@@H](C(=O)OC)CCC(=O)OC